tert-butyl (S)-3-((8-((tert-butoxycarbonyl)(3-fluorophenyl)amino)-3-(trifluoromethyl)imidazo[1,2-b]pyridazin-6-yl)oxy)piperidine-1-carboxylate C(C)(C)(C)OC(=O)N(C=1C=2N(N=C(C1)O[C@@H]1CN(CCC1)C(=O)OC(C)(C)C)C(=CN2)C(F)(F)F)C2=CC(=CC=C2)F